4-amino-7,8-dinitro-3-(1H-tetrazol-5-yl)pyrazolo[5,1-c][1,2,4]Triazine NC=1N2C(N=NC1C1=NN=NN1)=C(C(=N2)[N+](=O)[O-])[N+](=O)[O-]